7-(2-Isopropylpyrazolo[1,5-a]pyrimidin-5-yl)imidazo[2,1-f][1,2,4]triazin-4-amine trifluoroacetate salt FC(C(=O)O)(F)F.C(C)(C)C1=NN2C(N=C(C=C2)C2=CN=C3C(=NC=NN32)N)=C1